7-((1H-Imidazol-1-yl)methyl)-2-(6,7-dimethoxycinnolin-4-yl)-5-(1-methyl-3-(trifluoromethyl)-1H-pyrazol-4-yl)-3,4-dihydroisoquinolin-1(2H)-one N1(C=NC=C1)CC1=CC(=C2CCN(C(C2=C1)=O)C1=CN=NC2=CC(=C(C=C12)OC)OC)C=1C(=NN(C1)C)C(F)(F)F